CC(C1=CC(=CC(=C1)OC)OC)(NC([O-])=O)C.C1(=CC=CC=C1)[S+](C1=CC=C(C=C1)C)C1=CC=CC=C1 diphenyl-(4-methylphenyl)sulfonium dimethyl-3,5-dimethoxybenzylcarbamate